COC1=C(C=C(C=C1)C(F)(F)F)C=1C=NC=CC1C(=O)NC=1SC(=NN1)C#CC1=NNC(=C1)C 3-[2-methoxy-5-(trifluoromethyl)phenyl]-N-[5-[2-(5-methyl-1H-pyrazol-3-yl)ethynyl]-1,3,4-thiadiazol-2-yl]pyridine-4-carboxamide